methyl 2-(2-(4-bromophenyl)-1H-imidazol-5-yl)isonicotinate BrC1=CC=C(C=C1)C=1NC(=CN1)C=1C=C(C(=O)OC)C=CN1